C1(CC1)C=1C2=C(N=NC1C1=CC=C3C=CC=NC3=C1O)N(C=N2)[C@H]2CN(CCC2)C 7-[4-cyclopropyl-7-[(3R)-1-methyl-3-piperidyl]imidazo[4,5-c]pyridazin-3-yl]quinolin-8-ol